NCCNCC(C(=O)[Si](OC)(OC)C)C N-(2-AMINOETHYL)-3-aminoisobutyryl-METHYLDIMETHOXYSILANE